O-benzyl-L-serine methyl ester COC(=O)[C@H](COCC1=CC=CC=C1)N